BrC=1C=CC(=C(C1)C1=C(C=CC=C1)Cl)S(=O)(=O)N1CCC(CC1)(C(=O)N[C@@H](C)\C=C\S(=O)(=O)C)F (S,E)-1-((5-bromo-2'-chloro-[1,1'-biphenyl]-2-yl)sulfonyl)-4-fluoro-N-(4-(methylsulfonyl)but-3-en-2-yl)piperidine-4-carboxamide